N=1C=CN2C1N=C(C=C2)C=O IMIDAZO[1,2-A]PYRIMIDINE-7-CARBALDEHYDE